4,5-dihydrothiazole-2-sulfenamide S1C(=NCC1)SN